racemic-ethyl 2-(3-((tert-butoxycarbonyl)-(methyl)amino)4-methylpentanoyl)thiazole-4-carboxylate C(C)(C)(C)OC(=O)N([C@H](CC(=O)C=1SC=C(N1)C(=O)OCC)C(C)C)C |r|